OCC=1C=C2C=CC(=NC2=CC1)C=O 6-(hydroxymethyl)quinoline-2-carbaldehyde